(1R,2R,3aS,10aR)-2-hydroxy-1-[(1E,3S)-3-hydroxy-4-(3-thienyl)-1-buten-1-yl]-2,3,3a,9,10,10a-hexahydro-1H-benzo[b]cyclopenta[f]oxepin-6-carboxylic acid O[C@@H]1C[C@H]2[C@H](CCC3=C(O2)C=C(C=C3)C(=O)O)[C@H]1\C=C\[C@H](CC1=CSC=C1)O